BrC1COC1 3-bromooxetan